2-(1-naphthyloxy)ethanol C1(=CC=CC2=CC=CC=C12)OCCO